Cl.Cl.ClC1=CC=C(C[C@H]2CC[C@@H](N2)[C@@H](O)C=2C=NC=C(C2)F)C=C1 (S)-((2R,5R)-5-(4-Chlorobenzyl)pyrrolidin-2-yl)(5-fluoropyridin-3-yl)-methanol dihydrochloride